N-[(3-fluorophenyl)-methyl]-2-methoxy-4-(trifluoromethyl)-quinoline-3-carboxylic acid amide FC=1C=C(C=CC1)CNC(=O)C=1C(=NC2=CC=CC=C2C1C(F)(F)F)OC